C1(=CC(=CC=C1)C1=NC(=NC=C1F)N[C@@H]1CC[C@H](CC1)N)C1=CC=CC=C1 trans-N1-(4-([1,1'-biphenyl]-3-yl)-5-fluoropyrimidin-2-yl)cyclohexane-1,4-diamine